C(C)OC(=O)C1=NN(C(C1)(C)C(=O)OCC)C1=C(C=C(C=C1)Cl)Cl 1-(2,4-Dichlorophenyl)-5-(ethoxycarbonyl)-5-methyl-2-pyrazolin-3-carboxylic acid ethyl ester